ClC1=C2C(=CNC2=C(C=C1)NS(=O)(=O)C=1C=NN(C1C#N)C)C#N N-(4-Chloro-3-cyano-1H-indol-7-yl)-5-cyano-1-methyl-pyrazol-4-sulfonamid